OCC(=O)[C@@H](O)[C@H](O)[C@H](O)C(=O)[O-] fructuronate